3-(1-oxo-5-((2-((pyridin-3-ylmethyl)amino)cyclohexyl)oxy)isoindolin-2-yl)piperidine-2,6-dione O=C1N(CC2=CC(=CC=C12)OC1C(CCCC1)NCC=1C=NC=CC1)C1C(NC(CC1)=O)=O